methyl (2S)-2-((S)-2-((((3-chlorobenzyl)oxy)carbonyl)amino)-3-cyclohexylpropanamido)-5-oxo-5-(2-phenylmorpholino)pentanoate ClC=1C=C(COC(=O)N[C@H](C(=O)N[C@H](C(=O)OC)CCC(N2CC(OCC2)C2=CC=CC=C2)=O)CC2CCCCC2)C=CC1